(5S)-6-[5-chloro-4-(3,5-dimethyl-2-pyridinyl)-2-pyridinyl]-N-cyclopropyl-5-methyl-7,8-dihydro-5H-pyrido[4,3-d]pyrimidin-2-amine ClC=1C(=CC(=NC1)N1[C@H](C2=C(N=C(N=C2)NC2CC2)CC1)C)C1=NC=C(C=C1C)C